sodium catechol-3,5-disulfonate C1(O)=C(O)C(=CC(=C1)S(=O)(=O)[O-])S(=O)(=O)[O-].[Na+].[Na+]